C(C)C1CCN(CC1)C(=O)C1=CC=C(C=C1)C=1N=C(SC1)SC=1SC(=CN1)[N+](=O)[O-] (4-ethylpiperidin-1-yl)(4-(2-((5-nitrothiazol-2-yl)thio)thiazol-4-yl)phenyl)methanone